C1(CCCCC1)COC=1C=C(C=CC1)C(CC(N)=N)O 3-(3-(cyclohexylmethoxy)phenyl)-3-hydroxypropanimidamide